N1(C=NC=C1)C1=CC=C(CN2CCCCC2)C=C1 1-(4-(1H-imidazol-1-yl)benzyl)piperidin